NC1=NC=C(C2=C1C=NN2)NC(=O)C(=O)N(CC2=NC=C(C=C2)F)CC2=CC=CC=C2 N-(4-amino-1H-pyrazolo[4,3-c]pyridin-7-yl)-N'-benzyl-N'-[(5-fluoro-2-pyridyl)methyl]oxamide